2-[5-benzyloxy-2-fluoro-4-(2-hydroxy-1,1-dimethyl-ethyl)phenyl]acetic acid C(C1=CC=CC=C1)OC=1C(=CC(=C(C1)CC(=O)O)F)C(CO)(C)C